COC=1C=C2C(=CC=NC2=CC1OC)OC1=CC=C(C=C1)NC(CC1=CC(=C(C=C1)F)C(F)(F)F)=O N-(4-((6,7-dimethoxyquinolin-4-yl)oxy)phenyl)-2-(4-fluoro-3-(trifluoromethyl)phenyl)acetamide